eicosane-5,7-diol CCCCC(CC(CCCCCCCCCCCCC)O)O